ClC=1C=C(C=CC1)OC1=CC(=CC=C1)Cl dl-m-chlorophenylether